dibromodiphenylpyridine BrC=1C(=C(C(=NC1)C1=CC=CC=C1)C1=CC=CC=C1)Br